Methyl (S)-4-(3-fluoro-2-((S or R)-1-fluoroethyl)phenyl)-2-methyl-5-oxo-1,4,5,7-tetrahydrofuro[3,4-b]pyridine-3-carboxylate FC=1C(=C(C=CC1)[C@@H]1C2=C(NC(=C1C(=O)OC)C)COC2=O)[C@H](C)F |o1:22|